3-[5-[8-[1-(4-aminophenyl)-4-piperidyl]-2,8-diazaspiro[4.5]decan-2-yl]-1-oxo-isoindolin-2-yl]piperidine-2,6-dione NC1=CC=C(C=C1)N1CCC(CC1)N1CCC2(CCN(C2)C=2C=C3CN(C(C3=CC2)=O)C2C(NC(CC2)=O)=O)CC1